C(C=CCCCCC)(=O)[O-].[Zn+2].C(C=CCCCCC)(=O)[O-] zinc octeneate